6-amino-1-methylpyrimidine-2,4-dione NC1=CC(NC(N1C)=O)=O